2-(3-bromo-5-methylphenyl)ethanamine hydrochloride Cl.BrC=1C=C(C=C(C1)C)CCN